FC=1C=C(C=C(C1)F)[C@H]1N(OCC1)C(=O)[C@H]1[C@H](CN(CC1)C1=CC(=NC=N1)C(=O)N)F 6-((3R,4S)-4-((S)-3-(3,5-difluorophenyl)isoxazolidine-2-carbonyl)-3-fluoropiperidin-1-yl)pyrimidine-4-carboxamide